cis-2-nonadecene-1,1-dicarboxylic acid C(\C=C/CCCCCCCCCCCCCCCC)(C(=O)O)C(=O)O